C(C)OC(=O)C1=C(N=C(S1)NC1=NC=C(C(=N1)NCCN(C)C)NCC1=CC=C(C=C1)S(=O)(=O)C)C 2-[[4-[[2-(Dimethylamino)ethyl]amino]-[[[4-(methylsulfonyl)phenyl]methyl]amino]-2-pyrimidinyl]amino]-4-methyl-5-thiazolecarboxylic acid ethyl ester